5-amino-8-(7-methyl-1H-indazol-5-yl)-2-[(5-methyl-oxazol-4-yl)methyl]-7-phenyl-[1,2,4]triazolo[4,3-c]pyrimidin-3-one NC1=NC(=C(C=2N1C(N(N2)CC=2N=COC2C)=O)C=2C=C1C=NNC1=C(C2)C)C2=CC=CC=C2